O1C(=NC2=C1C=CC=C2)C2=C(C=CC=C2)[O-] 2-(benzo[d]oxazol-2-yl)phenolat